BrC1=C2CCC3(C2=CC=C1)C1=CC(=CC=C1C=1C=CC(=CC13)C(C)(C)C)C(C)(C)C 4'-bromo-2,7-di-tert-butyl-2',3'-dihydrospiro[fluorene-9,1'-indene]